(R)-3-chloro-1'-((2-(trimethylsilyl)ethoxy)methyl)-5,7-dihydrospiro[cyclopenta[c]pyridin-6,3'-pyrrolo[2,3-b]pyridin]-2'(1'H)-one ClC1=CC2=C(C=N1)C[C@]1(C(N(C3=NC=CC=C31)COCC[Si](C)(C)C)=O)C2